4-(4-((tetrahydro-2H-pyran-4-yl)methoxy)phenyl)butan-1-ol O1CCC(CC1)COC1=CC=C(C=C1)CCCCO